C1(CC1)C1=C(C=CC(=C1)OC)C=1N(C(C2=C(N1)SC1=C2C=CC(=C1)O)=O)CC1=CN=CO1 2-(2-cyclopropyl-4-methoxyphenyl)-7-hydroxy-3-(oxazol-5-ylmethyl)benzo[4,5]thieno[2,3-d]pyrimidin-4(3H)-one